(1S)-N-(7-chloro-6-(4-((3R,4R)-4-methoxytetrahydrofuran-3-yl)piperazin-1-yl)isoquinolin-3-yl)-6-oxaspiro[2.5]octane-1-carboxamide ClC1=C(C=C2C=C(N=CC2=C1)NC(=O)[C@H]1CC12CCOCC2)N2CCN(CC2)[C@@H]2COC[C@@H]2OC